OC=1C=C(C=CC1OC)\C=C/C(=O)C1=CC=CC=C1 (Z)-3-(3-Hydroxy-4-methoxyphenyl)-1-phenylprop-2-en-1-one